3,5-Bis(trifluoromethyl)phenylisocyanat FC(C=1C=C(C=C(C1)C(F)(F)F)N=C=O)(F)F